3-((3-fluoro-5-(methoxycarbonyl)-2-methylphenyl)amino)propanoic acid FC=1C(=C(C=C(C1)C(=O)OC)NCCC(=O)O)C